tert-butyl ethyl-L-valinate C(C)N[C@@H](C(C)C)C(=O)OC(C)(C)C